(1-benzylpiperidin-3-yl)-3-bromo-2-methylpyrazolo[1,5-a]pyrimidine C(C1=CC=CC=C1)N1CC(CCC1)C1=NC=2N(C=C1)N=C(C2Br)C